COC=1C=C(C(=O)OC2=CC(CC(C2)(C)C)=O)C=CC1OC 5,5-dimethyl-3-oxocyclohex-1-en-1-yl 3,4-dimethoxybenzoate